COC(OC)[SiH2]CCCN1C=NCC1 1-[3-(dimethoxymethylsilyl)propyl]-4,5-dihydroimidazole